C1(CC1)N1N=CC(=C1)COC1CC2(C(N3C(O2)CC[C@H]3C3=NC=CN=C3)=O)C1 (5'S)-3-[(1-cyclopropyl-1H-pyrazol-4-yl)methoxy]-5'-(pyrazin-2-yl)tetrahydro-3'H-spiro[cyclobutane-1,2'-pyrrolo[2,1-b][1,3]oxazol]-3'-one